S-tertiary butyl-sulfinamide C(C)(C)(C)S(=O)N